2-amino-3-(4-((fluorosulfonyl)oxy)phenyl)-2-methylpropanoic acid NC(C(=O)O)(CC1=CC=C(C=C1)OS(=O)(=O)F)C